cyclobutyl (4-cyclobutyl-3-(3,3-difluorocyclopentyl)-1-methyl-1H-pyrazol-5-yl)carbamate C1(CCC1)C=1C(=NN(C1NC(OC1CCC1)=O)C)C1CC(CC1)(F)F